CO\N=C(\C(=O)NC)/C1=C(C=CC=C1)CO/N=C(\C)/C1=CC(=CC=C1)C(F)(F)F (2E)-2-(Methoxyimino)-N-methyl-2-(2-{[({(1E)-1-[3-(trifluoromethyl)phenyl]ethyliden}amino)oxy]methyl}phenyl)acetamid